{[(4-methoxyphenyl)methyl]amino}-N-{4-[(6-oxa-1-azaspiro[3.3]heptyl)methyl]phenyl}carboxamide COC1=CC=C(C=C1)CNC(=O)NC1=CC=C(C=C1)CN1CCC12COC2